CN1C(CC1)COC=1C=CC=C(C(=O)N)C1 5-((1-methylazetidin-2-yl)methoxy)benzamide